CNC1=C(C(C1=O)=O)NCCCN(CCCCCCC(C(=O)OCCCCCC)C(=O)OCCCCCC)CCCCCCCC(OC(CCCCCCC)CCCCCCC)=O 1,3-dihexyl 2-{6-[(3-{[2-(methylamino)-3,4-dioxocyclobut-1-en-1-yl]amino}propyl)[8-oxo-8-(pentadecan-8-yloxy)octyl]amino]hexyl}propanedioate